C(C)(=O)O.FC=1C(=C(C=CC1F)C(=O)N1CC(C1)(O)CNC1=NNC(=C1)C)NC1=C(C=C(C=C1)I)F 1-({3,4-difluoro-2-[(2-fluoro-4-iodophenyl)amino]phenyl}carbonyl)-3-{[(5-methyl-1H-pyrazol-3-yl)amino]methyl}azetidin-3-ol acetate salt